mono(2-ethylhexyl)phosphinic acid C(C)C(CP(O)=O)CCCC